6-fluoro-4-(2-fluoropropan-2-yl)pyridin FC1=CC(=CC=N1)C(C)(C)F